FC1=C2C=CNC2=C(C=C1)B1OC(C(O1)(C)C)(C)C 4-fluoro-7-(4,4,5,5-tetramethyl-1,3,2-dioxaborolan-2-yl)-1H-indole